COC(=O)C=1C=NC2=C3C(=CC=C2C1)C=CC=C3 3-benzo[h]quinolinecarboxylic acid methyl ester